N-((6-(3-hydroxypyrrolidin-1-yl)pyridin-2-yl)sulfonyl)cyclopentane-1-carboxamide OC1CN(CC1)C1=CC=CC(=N1)S(=O)(=O)NC(=O)C1CCCC1